NC1=C(C(=O)NC2=CC=C(C=C2)I)C=CC=C1 2-amino-N-(4-iodophenyl)benzamide